C[Si](CCOC(=O)N[C@@H](CS)C(=O)OC)(C)C methyl N-{[2-(trimethylsilyl)ethoxy]carbonyl}-L-cysteinate